(2S)-2-amino-5-(2-amino-1H-imidazol-1-yl)-N-[(3R)-1-[4-(4-{3-cyano-9-ethyl-6,6-dimethyl-11-oxo-5H,6H,11H-benzo[b]carbazol-8-yl}piperazin-1-yl)-4-oxobutyl]pyrrolidin-3-yl]pentanamide N[C@H](C(=O)N[C@H]1CN(CC1)CCCC(=O)N1CCN(CC1)C=1C(=CC2=C(C(C=3NC4=CC(=CC=C4C3C2=O)C#N)(C)C)C1)CC)CCCN1C(=NC=C1)N